ClC1=CC=C(C=C1)CO[C@H]1C[C@H](NC1)C(=O)O (2S,4S)-4-[(4-chlorophenyl)-methoxy]pyrrolidine-2-carboxylic acid